C1(CC1)C1=NC2=C(C(N(C=C2C(F)(F)F)C2=NC(=CC(=C2)C2=C(C=C(C=C2)F)C2=NN=CN2C)C2CC2)=O)N1COCC[Si](C)(C)C 2-cyclopropyl-5-[6-cyclopropyl-4-[4-fluoro-2-(4-methyl-1,2,4-triazol-3-yl)phenyl]pyridin-2-yl]-7-(trifluoromethyl)-3-(2-trimethylsilylethoxymethyl)imidazo[4,5-c]pyridin-4-one